ethyl 6-bromo-1-(phenylsulfonyl)-1H-indole-2-carboxylate BrC1=CC=C2C=C(N(C2=C1)S(=O)(=O)C1=CC=CC=C1)C(=O)OCC